C(CCCCCCCCCCC)OC(C1=CC(=C(C(=C1)C(C)(C)C)O)C(C)(C)C)=O dodecyl-3,5-di-tert-butyl-4-hydroxybenzoate